(1R,5S,7s)-7-methyl-3-oxa-9-azabicyclo[3.3.1]nonan-7-ol CC1(C[C@H]2COC[C@@H](C1)N2)O